3,5-dimethyl-2-[6-[1-methyl-3-piperidyl]pyrido[2,3-b]pyrazin-3-yl]phenol CC=1C(=C(C=C(C1)C)O)C1=CN=C2C(=N1)N=C(C=C2)C2CN(CCC2)C